3-(Aminomethyl)indoline-1-carboxylic acid tert-butyl ester C(C)(C)(C)OC(=O)N1CC(C2=CC=CC=C12)CN